O=S1(CCC=2C(=NC=CC21)NC2=NNC(=C2)C2CCC(CC2)N(C(O)=O)C(C)C)=O.FC2=CC=C(C=C2)C(CCC(C2=CC=C(C=C2)C)S(=O)(=O)O)C2=CC=C(C=C2)F 4,4-bis(4-fluorophenyl)-1-(4-methyl-phenyl)-butyl-sulfonate (1s,4s)-4-(3-((1,1-dioxido-2,3-dihydrothieno[3,2-c]pyridin-4-yl)amino)-1H-pyrazol-5-yl)cyclohexyl-isopropylcarbamate